ClC1=NC(=C2C=C(C=NC2=C1)I)OC1CCC(CC1)NC(OC(C)(C)C)=O tert-butyl N-[4-[(7-chloro-3-iodo 1,6-naphthyridin-5-yl)oxy]cyclohexyl]carbamate